Vanadium oxygen [(oxetan-3-yloxy)methyl]-1,2-oxazol O1CC(C1)OCC1=NOC=C1.[O].[V]